3-(2,4-Dioxohexahydropyrimidin-1-yl)-4-methoxy-N-[(3S)-1-(4-piperidyl-methyl)-3-piperidyl]benzamide O=C1N(CCC(N1)=O)C=1C=C(C(=O)N[C@@H]2CN(CCC2)CC2CCNCC2)C=CC1OC